2,3-difluoro-N-(2-hydroxyethyl)-4-(2-((tetrahydro-2H-pyran-2-yl)methyl)-2H-tetrazol-5-yl)benzenesulfonamide FC1=C(C=CC(=C1F)C=1N=NN(N1)CC1OCCCC1)S(=O)(=O)NCCO